5-amino-6-(4-(2,4-difluorophenoxy)piperidin-1-yl)-N,N-dimethylnicotinamide NC=1C(=NC=C(C(=O)N(C)C)C1)N1CCC(CC1)OC1=C(C=C(C=C1)F)F